C(C)(C)(C)C1=NC(=NO1)C(=O)NC1CC2(C1)CN(CC2)C=2C=1N(C=C(N2)C=2C=NN(C2)C)N=CC1 (tert-butyl)-N-((2r,4s)-6-(6-(1-methyl-1H-pyrazol-4-yl)pyrazolo[1,5-a]pyrazin-4-yl)-6-azaspiro[3.4]oct-2-yl)-1,2,4-oxadiazole-3-carboxamide